3-((4-((3-(N-(tert-butyl)sulfamoyl)phenyl)amino)-5-methylpyrimidin-2-yl)amino)-N-(4-(2-(pyrrolidin-1-yl)ethoxy)phenyl)benzamide C(C)(C)(C)NS(=O)(=O)C=1C=C(C=CC1)NC1=NC(=NC=C1C)NC=1C=C(C(=O)NC2=CC=C(C=C2)OCCN2CCCC2)C=CC1